N-((S)-2-((5-Fluoro-4-(((S)-2-oxo-4-(trifluoromethyl)imidazolidin-1-yl)methyl)pyridin-2-yl)amino)-1-((1r,4S)-4-methylcyclohexyl)-2-oxoethyl)-1-methyl-1H-pyrazole-5-carboxamide FC=1C(=CC(=NC1)NC([C@H](C1CCC(CC1)C)NC(=O)C1=CC=NN1C)=O)CN1C(N[C@@H](C1)C(F)(F)F)=O